OC(COC1=CC=C(C=C1)CCC(=O)OC)CNC(C)C methyl 3-{4-[2-hydroxy-3-(propan-2-ylamino)propoxy]phenyl}propanoate